CC(=CCC/C(=C\CCC(=C)C=C)/C)C cis-β-Farnesene